P1=CC=CC=2OC3=CC=CC=C3C(C12)=O phosphaxanthone